6-CHLORO-7-HYDROXYINDOLE-3-CARBOXALDEHYDE ClC1=CC=C2C(=CNC2=C1O)C=O